ClC=1C(=NC(=NC1)N[C@H]1CN(CC1)C1=NC=NC2=CC(=CC=C12)NC(C=C)=O)OCC (R)-N-(4-(3-((5-chloro-4-ethoxypyrimidin-2-yl)amino)pyrrolidin-1-yl)quinazolin-7-yl)acrylamide